4-(2,4-difluorophenyl)-7-(4-methyl-1,3-thiazol-5-yl)-2-(2-(2-propenoyl)-2,6-diazaspiro[3.4]octan-6-yl)-5,6,7,8-tetrahydro-1,7-naphthyridine-3-carbonitrile FC1=C(C=CC(=C1)F)C1=C(C(=NC=2CN(CCC12)C1=C(N=CS1)C)N1CC2(CN(C2)C(C=C)=O)CC1)C#N